C(C)(C)(C)OC(=O)N1CC(C1)[C@@H]1CN(CCC1)C1C[C@@H](CC1)C(=O)O (1R)-3-((R)-3-(1-(tert-butyloxycarbonyl)azetidin-3-yl)piperidin-1-yl)cyclopentane-1-carboxylic acid